C(CCC(=O)C)(=O)SSC(CCC(=O)C)=O levulinyl disulfide